2-Chloro-N-(2-iodophenyl)-N-methoxybenzamide ClC1=C(C(=O)N(OC)C2=C(C=CC=C2)I)C=CC=C1